6-bromo-3-methylisoquinolin-4-ol BrC=1C=C2C(=C(N=CC2=CC1)C)O